C(C=C)(=O)OCCOC(CCC(=O)O)=O succinic acryloyloxyethyl ester